4-biphenylyl(2,4,6-trimethoxyphenyl)iodonium C1(=CC=C(C=C1)[I+]C1=C(C=C(C=C1OC)OC)OC)C1=CC=CC=C1